IC1=C(C(=CC(=C1)Br)I)O 2,6-diiodo-4-bromophenol